COC1=CC=C(C=C1)NC1(N=C(N(C(=N1)N1CCOCC1)C1CC(NC(C1)(C)C)(C)C)N)N 4-(4-Methoxyphenylamino)-6-morpholin-4-yl-N1-(2,2,6,6-tetramethylpiperidin-4-yl)-[1,3,5]triazin-2,4-diamine